C(C)(=O)O[C@@H]1[C@@H]([C@@H](OC=C1)C)CC(=O)[O-] (2S,3R,4S)-4-(Acetyloxy)-2-methyl-3,4-dihydro-2H-pyran-3-yl-acetate